2-fluoro-1-((S)-2-(3-((2-((3S,4R)-3-fluoro-4-methoxypiperidin-1-yl)pyrimidin-4-yl)amino)-8-(3-((methylsulfonyl)methyl)azetidin-1-yl)isoquinolin-5-yl)pyrrolidin-1-yl)prop-2-en-1-one FC(C(=O)N1[C@@H](CCC1)C1=C2C=C(N=CC2=C(C=C1)N1CC(C1)CS(=O)(=O)C)NC1=NC(=NC=C1)N1C[C@@H]([C@@H](CC1)OC)F)=C